2-chloro-4-(3-methoxy-propoxy)-6-methyl-pyrimidine ClC1=NC(=CC(=N1)OCCCOC)C